1-(5-chlorothien-2-yl)-4,4-dimethyl-2-(1H-1,2,4-triazol-1-yl)pentan-3-ol ClC1=CC=C(S1)CC(C(C(C)(C)C)O)N1N=CN=C1